FC1=CC=C(C=C1)C1=NOC(=C1C(=O)NC=1C=CC(=NC1OC)C=1C=CC(=NC1)NC(OC(C)(C)C)=O)C tert-butyl N-[5-[5-[[3-(4-fluorophenyl)-5-methyl-isoxazole-4-carbonyl]amino]-6-methoxy-2-pyridyl]-2-pyridyl]carbamate